N'-acetyl-4-amino-7-fluoro-N-(2-fluoro-4-(trifluoromethyl)benzyl)-N',1-dimethyl-1H-pyrazolo[4,3-c]quinoline-8-carbohydrazide C(C)(=O)N(N(C(=O)C1=CC=2C3=C(C(=NC2C=C1F)N)C=NN3C)CC3=C(C=C(C=C3)C(F)(F)F)F)C